C(C)(C)(C)OC(=O)N[C@@H]1[C@@H](NCCC1)COC1CCC(CC1)C1=C(OCCCCC(=O)O[Li])C=CC=C1 lithio 5-[2-[(1s,4s)-4-[[cis-3-[(tert-butoxycarbonyl)amino]piperidin-2-yl]methoxy]cyclohexyl]phenoxy]pentanoate